tin-antimony-palladium [Pd].[Sb].[Sn]